4-[(3R)-3-methyl-4-{[(1R,2R)-2-methylcyclopropyl]carbonyl}piperazin-1-yl]-2-(1-methyl-1H-pyrazol-4-yl)pyrimidine-5-carbonitrile C[C@@H]1CN(CCN1C(=O)[C@H]1[C@@H](C1)C)C1=NC(=NC=C1C#N)C=1C=NN(C1)C